4,5,6,7-tetrahydroisoindole C=1NC=C2CCCCC12